methyl-5-(aminomethyl)-2-fluorothiophene-3-carbonitrile hydrochloride Cl.CC=1C(=C(SC1CN)F)C#N